C(C=C)OC1=C(C=O)C=CC(=C1)N(CC)CC 2-(allyloxy)-4-(diethylamino)benzaldehyde